O1C(CCCC1)COC1=CC=CC(=N1)S(=O)(=O)NC(=O)C=1C(=NC=CC1)N1C(CC(C1)C)(C)C N-[[6-(Tetrahydropyran-2-ylmethoxy)-2-pyridyl]sulfonyl]-2-(2,2,4-trimethylpyrrolidin-1-yl)pyridin-3-carboxamid